N-(4-nitrophenyl-ethyl)-2-phenylethylamine hydrochloride Cl.[N+](=O)([O-])C1=CC=C(C=C1)CCNCCC1=CC=CC=C1